C(C)(C)(C)N(C(O)=O)C=1C=NC2=C(C(=CC=C2C1N(C)C)F)C1=C(C(=CC=C1)Cl)Cl.C(#N)/C(/C(=O)NC1=CC=CC2=CC=CC=C12)=C(\C=1C=NOC1C)/O (Z)-2-cyano-3-hydroxy-3-(5-methylisoxazol-4-yl)-N-(naphthalen-1-yl)acrylamide Tert-butyl-(8-(2,3-dichlorophenyl)-4-(dimethylamino)-7-fluoroquinolin-3-yl)carbamate